methyl (3-chloro-2-((6-((4,4-difluorocyclohexyl)amino)-2-(4-methylthiazol-2-yl)pyrimidin-4-yl)oxy)propyl)carbamate ClCC(CNC(OC)=O)OC1=NC(=NC(=C1)NC1CCC(CC1)(F)F)C=1SC=C(N1)C